1-(2,6-dichlorophenyl)-4-((4-(5-ethyl-1H-1,2,3-triazol-1-yl)phenyl)amino)-1H-pyrazole-3-carboxamide ClC1=C(C(=CC=C1)Cl)N1N=C(C(=C1)NC1=CC=C(C=C1)N1N=NC=C1CC)C(=O)N